tert-butyl (S)-(1-(4-(3-(4-chloro-3-ethyl-1H-pyrrolo[2,3-b]pyridin-5-yl)phenyl)-3-oxopiperazin-1-yl)-1-oxo-3-phenylpropan-2-yl)carbamate ClC1=C2C(=NC=C1C=1C=C(C=CC1)N1C(CN(CC1)C([C@H](CC1=CC=CC=C1)NC(OC(C)(C)C)=O)=O)=O)NC=C2CC